4-(1H-benzo[d]imidazol-1-yl)-N-(3-ethoxypropyl)-6-(1H-pyrazol-1-yl)-1,3,5-triazin-2-amine N1(C=NC2=C1C=CC=C2)C2=NC(=NC(=N2)N2N=CC=C2)NCCCOCC